5-((3-(4-(2-(4-((2-(3,5-Dimethylpiperazin-1-yl)pyrimidin-4-yl)methoxy)phenyl)propan-2-yl)phenoxy)cyclobutyl)amino)-2-(2,6-dioxopiperidin-3-yl)isoindoline-1,3-dione CC1CN(CC(N1)C)C1=NC=CC(=N1)COC1=CC=C(C=C1)C(C)(C)C1=CC=C(OC2CC(C2)NC=2C=C3C(N(C(C3=CC2)=O)C2C(NC(CC2)=O)=O)=O)C=C1